FC=1C=C(C=CC1)C1=NN2C(N=C(N=C2N)NCCC2=CC=C(C=C2)NCCOC)=N1 2-(3-fluorophenyl)-N5-(4-((2-methoxyethyl)amino)phenethyl)-[1,2,4]triazolo[1,5-a][1,3,5]triazine-5,7-diamine